tert-butyl-[(3-methoxypent-4-yn-1-yl)oxy]di(phenyl)silane tert-butyl-3-(4-oxo-3,4-dihydroquinazolin-2-yl)piperidine-1-carboxylate C(C)(C)(C)OC(=O)N1CC(CCC1)C1=NC2=CC=CC=C2C(N1)=O.C(C)(C)(C)[Si](C1=CC=CC=C1)(C1=CC=CC=C1)OCCC(C#C)OC